N=1C=NC2=NC(CCC21)=O 7H-imidazo[4,5-b]pyridin-5-one